4,4-Dimethylcyclohexyl (Z)-3-aminobut-2-enoate N\C(=C/C(=O)OC1CCC(CC1)(C)C)\C